C(#N)C1=CNC2=C(C=CC=C12)N1C(SC(=C1)S(=O)(=O)N)=O (3-cyano-1H-indol-7-yl)-2-oxo-2,3-dihydrothiazole-5-sulfonamide